BrC=1C=CC(=C(\C=C/2\C(N(C(C2)=O)CCCCCCC(=O)[O-])=O)C1)OC (E)-7-(3-(5-bromo-2-methoxybenzylidene)-2,5-dioxopyrrolidinyl)heptanoate